FC=1C=C(C=CC1OC1=CC=NC2=CC(=C(C=C12)OC)OCCCN1CCN(CC1)C)NC(=O)C1=NC=CN(C1=O)C1=CC=C(C=C1)F N-(3-fluoro-4-{6-methoxy-7-[3-(4-methyl-1-piperazinyl)propoxy]quinolin-4-yloxy}phenyl)-3-oxo-4-(4-fluorophenyl)-3,4-dihydropyrazine-2-carboxamide